(E,E,Z)-10,12,14-Hexadecatrienal C(CCCCCCCC\C=C\C=C\C=C/C)=O